C(C)C1(CCCC1)C1=C(C(=C2C=NC(=NN21)N[C@H]2[C@@H](COCC2)O)F)C#N 7-(1-ethylcyclopentyl)-5-fluoro-2-(((3S,4R)-3-hydroxytetrahydro-2H-pyran-4-yl)amino)pyrrolo[2,1-f][1,2,4]triazine-6-carbonitrile